C(C)C1=C(N=C(N1)C1=NC=CC(=C1)C=1C=NC=C(C1)N1CCOCC1)C 4-(2'-(5-Ethyl-4-methyl-1H-imidazol-2-yl)-3,4'-bipyridin-5-yl)morpholine